C(C)(C)(C)OC(=O)N[C@H](C[C@@H](C(=O)O)C)CC1=CC=C(C=C1)O (2S,4R)-4-((tert-butoxycarbonyl)amino)-5-(4-hydroxyphenyl)-2-methylpentanoic acid